2-fluoro-5-((6-fluoro-4-methyl-1-(triisopropylsilyl)-1H-indol-5-yl)thio)-benzonitrile FC1=C(C#N)C=C(C=C1)SC=1C(=C2C=CN(C2=CC1F)[Si](C(C)C)(C(C)C)C(C)C)C